NC1=CC=NC(N1C)=O 6-amino-1-methylpyrimidin-2(1H)-one